tert-butyl 3-(2-(4-(2-hydroxypropan-2-yl)piperidin-1-yl)-4-(methoxycarbonyl)phenoxy)pyrrolidine-1-carboxylate OC(C)(C)C1CCN(CC1)C1=C(OC2CN(CC2)C(=O)OC(C)(C)C)C=CC(=C1)C(=O)OC